N1(CCOCC1)C1=CC=C(C(=O)N[C@H]2C[C@H](CCC2)NC2=CC(=NC3=CC=CC=C23)C(F)(F)F)C=C1 4-(morpholin-4-yl)-N-[(1R,3S)-3-{[2-(trifluoromethyl)quinolin-4-yl]amino}cyclohexyl]benzamide